BrC1=CC2=C(C(OC2)=O)C=C1F 5-bromo-6-fluoro-3H-2-benzofuran-1-one